3-(4-fluoro-1-methylindazol-5-yl)-2-oxoimidazole FC1=C2C=NN(C2=CC=C1N1C(NC=C1)=O)C